FC(C1=NC2=C(N1C1CC(C1)O)C=CC=C2)(F)F 3-(2-(trifluoromethyl)-1H-benzo[d]imidazol-1-yl)cyclobutan-1-ol